CN(C)CCCNC(C(=C)C)=O N-(dimethylamino)propyl-methacrylamide